7-((2S,5R)-4-(tert-butoxycarbonyl)-2,5-dimethylpiperazin-1-yl)-3-methyl-5-oxo-4,5-dihydro-3H-imidazo[4,5-b]pyridine-2-carboxylic acid C(C)(C)(C)OC(=O)N1C[C@@H](N(C[C@H]1C)C=1C2=C(NC(C1)=O)N(C(=N2)C(=O)O)C)C